O=C1N(C(CN1C1=CC=C(C=C1)OC(F)(F)F)=O)CC1=CC(=C(OC(C(=O)O)(C)C)C(=C1)C)C 2-(4-((2,5-Dioxo-3-(4-(trifluoro-methoxy)phenyl)imidazolidin-1-yl)methyl)-2,6-dimethylphenoxy)-2-methylpropionic acid